(S)-1-cyano-N-(4-(4-cyanopyridin-2-yl)thiazol-2-yl)-N-methylpyrrolidine-2-carboxamide C(#N)N1[C@@H](CCC1)C(=O)N(C)C=1SC=C(N1)C1=NC=CC(=C1)C#N